tert-Butyl (3R,4R)-4-[[3-(2,6-dioxo-3-piperidyl)-1-methyl-indazol-6-yl]amino]-3-fluoro-piperidine-1-carboxylate O=C1NC(CCC1C1=NN(C2=CC(=CC=C12)N[C@H]1[C@@H](CN(CC1)C(=O)OC(C)(C)C)F)C)=O